N-eicosapentaenoyl-aspartic acid C(C=CC=CC=CC=CC=CCCCCCCCCC)(=O)N[C@@H](CC(=O)O)C(=O)O